(2R)-2-methylindoline C[C@H]1NC2=CC=CC=C2C1